5-azido-3-nitro-1,2,4-triazole-1-amine N(=[N+]=[N-])C1=NC(=NN1N)[N+](=O)[O-]